CC([O-])CC.CC([O-])CC.CC([O-])CC.C(C)CC(CC(=O)[O-])=O.[Ti+4] titanium mono(ethylacetoacetate) tri-sec-butoxide